6-(4-(2-(2,6-dioxopiperidin-3-yl)-1,3-dioxoisoindol-5-yl)piperazin-1-yl)octanoic acid O=C1NC(CCC1N1C(C2=CC=C(C=C2C1=O)N1CCN(CC1)C(CCCCC(=O)O)CC)=O)=O